N[C@@H]1CC[C@H](CC1)O (trans)-4-aminocyclohexanol